4-Phenylcinnamoylguanidin C1(=CC=CC=C1)C1=CC=C(C=CC(=O)NC(=N)N)C=C1